6-amino-2-(6-amino-3-azabicyclo[3.1.0]hex-3-yl)-5-((2,3-dichlorophenyl)thio)-3-methylpyrimidin-4(3H)-one NC1=C(C(N(C(=N1)N1CC2C(C2C1)N)C)=O)SC1=C(C(=CC=C1)Cl)Cl